FC(C=1C(=C(C=CC1)C(C)N)F)F 1-(3-Difluoromethyl-2-fluoro-phenyl)-ethylamine